1-butyl-3-Methylpyridinium trifluoromethanesulfonate FC(S(=O)(=O)[O-])(F)F.C(CCC)[N+]1=CC(=CC=C1)C